N-(4-hydroxy-3-(methylsulfonyl)phenyl)-2-(4-((trifluoromethyl)thio)phenethyl)-1,2,3,4-tetrahydroisoquinoline-6-carboxamide OC1=C(C=C(C=C1)NC(=O)C=1C=C2CCN(CC2=CC1)CCC1=CC=C(C=C1)SC(F)(F)F)S(=O)(=O)C